4-((5-(tert-Butoxycarbonyl)adamantan-2-yl)amino)-2-chloropyrimidine-5-carboxylic acid C(C)(C)(C)OC(=O)C12CC3C(C(CC(C1)C3)C2)NC2=NC(=NC=C2C(=O)O)Cl